C(C)(C)C=1NC(=C(C1C(C(C)C)=O)C1=CC=CC=C1)C1=CC=CC=C1 1-(2-isopropyl-4,5-diphenyl-1H-pyrrol-3-yl)-2-methylpropan-1-one